ClC1=C(C=C2C=C(N=CC2=C1)NC(=O)C1C2CCOCC12)C1CCN(CC1)C1(COCC1F)C N-(7-chloro-6-(1-(4-fluoro-3-methyltetrahydrofuran-3-yl)piperidin-4-yl)isoquinolin-3-yl)-3-oxabicyclo[4.1.0]heptane-7-carboxamide